OCCCCCCNC(=O)C1=C[C@H]([C@H]([C@@H](C1)OCCC(=O)OC(C)(C)C)OCCC(=O)OC(C)(C)C)OCCC(=O)OC(C)(C)C Tri-tert-butyl 3,3',3''-(((1R,2S,3R)-5-((6-hydroxyhexyl)carbamoyl)cyclohex-4-ene-1,2,3-triyl)tris(oxy))tripropionate